5-bromo-1H-benzo[d][1,2,3]triazole BrC1=CC2=C(NN=N2)C=C1